4-chloro-7-fluoro-6-nitroquinazoline ClC1=NC=NC2=CC(=C(C=C12)[N+](=O)[O-])F